BrC=1C=CC(=NC1)N1CC2C(C1)CC(C2)(C)NC(C2=C(C=CC(=C2)F)C)=O N-(2-(5-bromopyridin-2-yl)-5-methyloctahydrocyclopenta[c]pyrrol-5-yl)-5-fluoro-2-methylbenzamide